N-(2-chloro-7-((2R,4S,5R)-5-ethynyl-4-hydroxy-5-(hydroxymethyl)tetrahydrofuran-2-yl)-7H-pyrrolo[2,3-d]pyrimidin-4-yl)benzamide ClC=1N=C(C2=C(N1)N(C=C2)[C@@H]2O[C@@]([C@H](C2)O)(CO)C#C)NC(C2=CC=CC=C2)=O